CNC(=O)C1CN(C1)CC1=CC=C(C=C1)N N-methyl-1-[(p-aminophenyl)methyl]-3-azetidinecarboxamide